2-methyl-N-(1-(3-(1-methyl-1H-pyrazol-4-yl)-5-(thiophen-2-yl)phenyl)ethyl)-5-((methylamino)methyl)benzamide CC1=C(C(=O)NC(C)C2=CC(=CC(=C2)C=2SC=CC2)C=2C=NN(C2)C)C=C(C=C1)CNC